calcium samarium stannum aluminum [Al].[Sn].[Sm].[Ca]